FC(C(=O)O)(F)F.NCC=1C=C2CCN(C(C2=CC1)=O)[C@H](C(=O)NC1=CC=C(C(=O)O)C=C1)CC1=CC=CC=C1 4-({(2S)-2-[6-(AMINOMETHYL)-1-OXO-3,4-DIHYDROISOQUINOLIN-2(1H)-YL]-3-PHENYLPROPANOYL}AMINO)BENZOIC ACID TRIFLUOROACETATE